C(C)OC1=NN(C(=C1C)NC(=O)N[C@@H]1CN(C[C@H]1C1=CC=CC=C1)C1=C(C=CC=C1)C)C1=CC=CC=C1 1-(3-ethoxy-4-methyl-1-phenyl-1H-pyrazol-5-yl)-3-((3S,4R)-1-(2-methylphenyl)-4-phenylpyrrolidin-3-yl)urea